ClC1=CC=C2C(=CNC2=C1)NC(=O)NC1=CC=C(C=C1)SC(F)(F)F 1-(6-chloro-1H-indol-3-yl)-3-(4-((trifluoromethyl)thio)phenyl)urea